CS(=O)(=O)C1=CC=C(C=C1)C1NC=2C(=C3C(=NC2)N(C=C3)S(=O)(=O)C3=CC=CC=C3)N1C1CN(CC1)C(C#N)C 3-(2-(4-(methylsulfonyl)phenyl)-6-(phenylsulfonyl)-2,3-dihydroimidazo[4,5-d]pyrrolo[2,3-b]pyridin-1(6H)-yl)pyrrolidin-1-yl-propanenitrile